(3-(benzoxy)-1-(1-(methylsulfonyl)spiro[indolin-3,4'-piperidin]-1'-yl)-1-oxopropan-2-yl)carbamate C(C1=CC=CC=C1)OCC(C(=O)N1CCC2(CC1)CN(C1=CC=CC=C12)S(=O)(=O)C)NC([O-])=O